Tert-butyl 5-(2-cyclopropyloxy-5-methoxy-4-(trifluoromethyl) phenyl)-3,6-dihydropyridine-1(2H)-carboxylate C1(CC1)OC1=C(C=C(C(=C1)C(F)(F)F)OC)C1=CCCN(C1)C(=O)OC(C)(C)C